C(#N)[C@H](CC1=CC=C(C=C1)C=1C=CC2=C(N(C(O2)=O)C)C1)NC(=O)[C@H]1OC[C@H](CCNC1)O (2S,7S)-N-((S)-1-cyano-2-(4-(3-methyl-2-oxo-2,3-dihydrobenzo[d]oxazol-5-yl)phenyl)ethyl)-7-hydroxy-1,4-oxazocane-2-carboxamide